propyl 5-[2-[6-(6-hydroxyhexoxy)-2-naphthyl]ethynyl]-2-[4-[4-[2-[6-(6-hydroxyhexoxy)-2-naphthyl]ethynyl]phenoxy]butoxy]benzoate OCCCCCCOC=1C=C2C=CC(=CC2=CC1)C#CC=1C=CC(=C(C(=O)OCCC)C1)OCCCCOC1=CC=C(C=C1)C#CC1=CC2=CC=C(C=C2C=C1)OCCCCCCO